(5S)-N-(4-(cyclopropylamino)-3,4-dioxo-1-((S)-2-oxopyrrolidin-3-yl)butan-2-yl)-6-(1-methyl-5-phenyl-1H-pyrazole-3-carbonyl)-6-azaspiro[2.5]octane-5-carboxamide C1(CC1)NC(C(C(C[C@H]1C(NCC1)=O)NC(=O)[C@@H]1CC2(CC2)CCN1C(=O)C1=NN(C(=C1)C1=CC=CC=C1)C)=O)=O